C(C)(C)(C)OC(=O)N1CCC(CC1)C=1C=C2C(=NC(=NC2=CC1OC)C)N[C@H](C)C1=CC(=CC(=C1)C(F)(F)F)[N+](=O)[O-] (R)-4-(7-methoxy-2-methyl-4-((1-(3-nitro-5-(trifluoromethyl)phenyl)ethyl)amino)quinazoline-6-yl)piperidine-1-carboxylic acid tert-butyl ester